ClC=1C=NC=C(C1NC1=CC2=C(N(C(N2CCC(C)(C)O)=O)C)C=C1)Cl 5-((3,5-Dichloropyridin-4-yl)amino)-3-(3-hydroxy-3-methylbutyl)-1-methyl-1,3-dihydro-2H-benzo[d]imidazol-2-one